5,5-difluoro-N-methyl-4,5,6,7-tetrahydro-1H-indole-2-carboxamide FC1(CC=2C=C(NC2CC1)C(=O)NC)F